C1(CC1)C=1N=CC=2C3=C(C=C(C2C1)S(=O)(=O)NCC(C)(C)F)CCC3NC=3C=NC(=CC3)C=3OC(=NN3)C 3-cyclopropyl-N-(2-fluoro-2-methylpropyl)-9-[[6-(5-methyl-1,3,4-oxadiazol-2-yl)pyridin-3-yl]amino]-8,9-dihydro-7H-cyclopenta[H]isoquinoline-5-sulfonamide